5-bromo-2-(chloromethyl)nicotinic acid ethyl ester C(C)OC(C1=C(N=CC(=C1)Br)CCl)=O